OC1=CC=C(C=C1)CCOC 1-(4-hydroxyphenyl)-2-methoxyethane